4-(8-(trimethylsiloxy-dimethylsilyl)-n-octyloxy)-4'-cyanobiphenyl C[Si](O[Si](CCCCCCCCOC1=CC=C(C=C1)C1=CC=C(C=C1)C#N)(C)C)(C)C